CC1=CC=C(C=C1)N2C(=CC(=N2)C(C)(C)C)NC(=O)NC3=CC=C(C4=CC=CC=C43)OCCN5CCOCC5 1-(5-tert-butyl-2-p-tolyl-2H-pyrazol-3-yl)-3-[4-(2-morpholin-4-yl-ethoxy)-naphthalen-1-yl]-urea